[4-(4-biphenylylthio)phenyl]-4-biphenylylphenylsulfonium tris(trifluoromethanesulfonyl)methide [C-](S(=O)(=O)C(F)(F)F)(S(=O)(=O)C(F)(F)F)S(=O)(=O)C(F)(F)F.C1(=CC=C(C=C1)SC1=CC=C(C=C1)[SH+]C1=CC=C(C=C1)C1=C(C=CC=C1)C1=CC=CC=C1)C1=CC=CC=C1